3-(5-(((1R,2R,3R,4S)-3-(3-ethoxyazetidin-1-yl)bicyclo[2.2.1]heptan-2-yl)oxy)-1-oxoisoindolin-2-yl)piperidine-2,6-dione C(C)OC1CN(C1)[C@H]1[C@@H]([C@@H]2CC[C@H]1C2)OC=2C=C1CN(C(C1=CC2)=O)C2C(NC(CC2)=O)=O